COC1=C2CCN(C2=CC=C1)S(=O)(=O)C1=CC(=CC=C1)C(F)(F)F 4-methoxy-1-(3-trifluoromethyl-benzenesulfonyl)-2,3-dihydro-1H-indole